C(#N)C(CNC=1C(=CC=C2C=CC(=CC12)C=1C=C(C#N)C=C(C1)OC)OC)=C 3-{8-[(2-cyano-2-methylideneethyl)amino]-7-methoxynaphthalen-2-yl}-5-methoxybenzonitrile